tartaric acid-R-diethyl ester C(C)OC(C(O)C(O)C(=O)OCC)=O